(R)-N-(5-methoxy-8-methylisoquinolin-1-yl)-6-(5-methyl-1,3,4-thiadiazol-2-yl)-N-(piperidin-3-yl)nicotinamide COC1=C2C=CN=C(C2=C(C=C1)C)N(C(C1=CN=C(C=C1)C=1SC(=NN1)C)=O)[C@H]1CNCCC1